FC(OC1=CC=C(C=C1)C=1C=C(N=NC1C)NC1=NC(=NC=C1F)N1C[C@H](O[C@H](C1)C)C)F 5-(4-(difluoromethoxy)phenyl)-N-(2-((2R,6S)-2,6-dimethylmorpholino)-5-fluoropyrimidin-4-yl)-6-methylpyridazin-3-amine